N-(4-methoxy-2-(4-((R)-2-methylmorpholino)piperidine-1-yl)-5-((6-((R)-3-(naphthalene-1-yl)isoxazolidine-2-yl)pyrimidine-4-yl)amino)phenyl)acrylamide COC1=CC(=C(C=C1NC1=NC=NC(=C1)N1OCC[C@@H]1C1=CC=CC2=CC=CC=C12)NC(C=C)=O)N1CCC(CC1)N1C[C@H](OCC1)C